N-[1-(dicyclopropylmethyl)-2-[[5-[3,5-dimethyl-1-(2-trimethylsilylethoxymethyl)pyrazol-4-yl]-6-fluoro-2-pyridyl]amino]-2-oxo-ethyl]-2-ethyl-pyrazole-3-carboxamide C1(CC1)C(C(C(=O)NC1=NC(=C(C=C1)C=1C(=NN(C1C)COCC[Si](C)(C)C)C)F)NC(=O)C=1N(N=CC1)CC)C1CC1